7-(5-fluoropyridin-2-yl)-8-iodo-6-(trifluoromethyl)quinazoline-2,4(1H,3H)-dione FC=1C=CC(=NC1)C1=C(C=C2C(NC(NC2=C1I)=O)=O)C(F)(F)F